Cl.C1(CC1)CN1C2=C(C=3C=CC=CC13)CNCC2 5-(cyclopropylmethyl)-2,3,4,5-tetrahydro-1H-pyrido[4,3-b]indole hydrochloride